2-Bromo-N-(4-fluoro-2-methylphenyl)acrylamide BrC(C(=O)NC1=C(C=C(C=C1)F)C)=C